COC1=CC=C(OCCC#N)C=C1 3-(4-methoxyphenoxy)propionitrile